4-((3R,4R)-4-((5-fluoro-7-methyl-1H-indol-4-yl)oxy)-1-(2,2,2-trifluoroethyl)piperidin-3-yl)benzoic acid FC=1C(=C2C=CNC2=C(C1)C)O[C@H]1[C@@H](CN(CC1)CC(F)(F)F)C1=CC=C(C(=O)O)C=C1